4-(dimethyl-amino)-N',N'-bis(6-(((Z)-non-3-en-1-yl)oxy)hexyl)butanehydrazide CN(CCCC(=O)NN(CCCCCCOCC\C=C/CCCCC)CCCCCCOCC\C=C/CCCCC)C